ClC1=CC2=C(N=C(N=C2)NC2=C(C=C(C=C2)S(=O)(=O)CCCOC2CCC(CC2)CO)C)N(C1=O)C1CCCC1 6-Chloro-8-cyclopentyl-2-[4-[3-[4-(hydroxymethyl)cyclohexoxy]propylsulfonyl]-2-methyl-anilino]pyrido[2,3-d]pyrimidin-7-one